BrC=1C=C(C=CC1)/C=C/C(=O)C1=CC=C(C=C1)O (E)-3-(3-Bromophenyl)-1-(4-hydroxyphenyl)prop-2-en-1-one